ethyl 3-[7-(hydroxymethyl)-1-benzothiophen-5-yl]-3-(1,4,7-trimethyl-1H-benzotriazol-5-yl)propanoate OCC1=CC(=CC=2C=CSC21)C(CC(=O)OCC)C2=C(C1=C(N(N=N1)C)C(=C2)C)C